isopropyl-methyl-phenol C(C)(C)C=1C(=C(C=CC1)O)C